BrC1=CC=CC=2C=3N(C(=NC12)N[C@@H](C(=O)N1CC2(C1)CN(C2)C)C)N=C(N3)C3=CC=C(C=C3)OC (2R)-2-{[7-bromo-2-(4-methoxyphenyl)[1,2,4]triazolo[1,5-c]quinazolin-5-yl]amino}-1-(6-methyl-2,6-diazaspiro[3.3]heptan-2-yl)propan-1-one